bis-trimethoxysilylpropylamine CO[Si](OC)(OC)C(CCN)[Si](OC)(OC)OC